2-amino-9λ2-purin-6(1H)-one NC=1NC(C=2N=C[N]C2N1)=O